FC(C(=O)OCC)C 2-ethyl fluoropropanoate